(3-amino-6-(methylsulfonyl)-4,5,6,7-tetrahydropyrazolo[3,4-c]pyridin-2-yl)(8-(trifluoromethyl)-1,2,3,4-tetrahydroquinolin-4-yl)methanone sodium [Na].NC=1N(N=C2CN(CCC21)S(=O)(=O)C)C(=O)C2CCNC1=C(C=CC=C21)C(F)(F)F